C1C(CC12CC(C2)N)N spiro[3.3]heptane-2,6-diamine